4-(di-n-propylamino)-butanesulfonic acid C(CC)N(CCCCS(=O)(=O)O)CCC